CC1CN(CC(N1)C)C1=CC=C(C=C1)C1(N=C(NN1)N)N 5-(4-(3,5-dimethylpiperazin-1-yl)phenyl)-1H-1,2,4-triazole-3,5-diamine